ethyl (n-propyl) terephthalate C(C1=CC=C(C(=O)OCCC)C=C1)(=O)OCC